2,2'-{[3,3',5,5'-tetra(naphthalen-2-yl)[1,1'-biphenyl]-4,4'-diyl]bis(oxy)}di(ethan-1-ol) C1=C(C=CC2=CC=CC=C12)C=1C=C(C=C(C1OCCO)C1=CC2=CC=CC=C2C=C1)C1=CC(=C(C(=C1)C1=CC2=CC=CC=C2C=C1)OCCO)C1=CC2=CC=CC=C2C=C1